(Z)-benzoic acid 5-((2R,3R,5S,6S)-2,5-dimethyl-6-((E)-3-methylpent-2,4-dienyl) tetrahydro-2H-pyran-3-ylamino)-5-oxopent-3-en-2-yl ester C[C@H]1O[C@H]([C@H](C[C@H]1NC(C=CC(C)OC(C1=CC=CC=C1)=O)=O)C)C\C=C(\C=C)/C